FC1=C(CN2[C@@H](C[C@@](CC2)(C(=O)O)CC2=NC(=CC=C2F)NC2=NNC(=C2)C)C)C=CC=C1F (2R,4R)-1-(2,3-difluorobenzyl)-4-((3-fluoro-6-((5-methyl-1H-pyrazol-3-yl)amino)pyridin-2-yl)methyl)-2-methylpiperidine-4-carboxylic acid